4-Isocyanato-1,2,3,6,7,8-hexahydro-as-indacene N(=C=O)C1=C2CCCC2=C2CCCC2=C1